4-amino-7-(2-C-methyl-β-D-ribofuranosyl)-7H-pyrrolo[2,3-d]pyrimidine-5-carboxylic acid NC=1C2=C(N=CN1)N(C=C2C(=O)O)[C@H]2[C@](O)([C@H](O)[C@H](O2)CO)C